C(C1=CC=CC=C1)OC(C(CC)(CC)NC(NC1=CSC(=C1)Cl)=O)=O 2-{[(5-Chlorothien-3-yl)carbamoyl]amino}-2-ethylbutanoic acid benzyl ester